tert-butyl (2S,4R)-4-((5-chloro-2-((1-ethyl-1H-pyrazol-4-yl) amino)-7-((2-(trimethylsilyl) ethoxy) methyl)-7H-pyrrolo[2,3-d]pyrimidin-4-yl) amino)-2-methylpyrrolidine-1-carboxylate ClC1=CN(C=2N=C(N=C(C21)N[C@@H]2C[C@@H](N(C2)C(=O)OC(C)(C)C)C)NC=2C=NN(C2)CC)COCC[Si](C)(C)C